C(C)(C)(C)OC(=O)N1CCC(CC1)N1N=CC2=C1N(C(C=1C=C(C=C(C21)C(C)=O)Cl)=O)C 4-(9-acetyl-7-chloro-4-methyl-5-oxo-pyrazolo[3,4-c]isoquinolin-3-yl)piperidine-1-carboxylic acid tert-butyl ester